6-Benzyl-4-methyl-2-oxo-1,2,5,6,7,8-hexahydro-[1,6]naphthyridine-3-carbonitrile C(C1=CC=CC=C1)N1CC=2C(=C(C(NC2CC1)=O)C#N)C